C(C=CCCC)(O)O 2-hexenediol